3,4-bis(di-isopropylphosphino)-2,5-diethylthiophene C(C)(C)P(C1=C(SC(=C1P(C(C)C)C(C)C)CC)CC)C(C)C